[C@@H]1([C@@H](CCC1)C(=O)O)C(=O)O trans-cyclopentane-1,2-dicarboxylic acid